2-(6-(3,8-diazabicyclo[3.2.1]oct-3-yl)-4-methylpyridin-2-yl)-4-(2-fluoro-6-methoxyphenyl)-2,3-dihydro-1H-pyrrolo[3,4-c]pyridin-1-one C12CN(CC(CC1)N2)C2=CC(=CC(=N2)N2CC=1C(=NC=CC1C2=O)C2=C(C=CC=C2OC)F)C